CC=1C=C(C=CC1C)NS(=O)(=O)C1=CC=C(C=C1)NC(NCC=1C=NC=CC1)=O 3-{4-[(3,4-dimethylphenyl)sulfamoyl]phenyl}-1-(pyridin-3-ylmethyl)urea